C1(CC1)S(=O)(=O)NC=1SC=C(N1)C(C(=O)NC1=CC=C(C=C1)C1=NC(=CN=C1)OC(C)C)(C)C 2-(2-(cyclopropanesulfonylamino)thiazol-4-yl)-N-(4-(6-isopropoxypyrazin-2-yl)phenyl)-2-methylpropanamide